CC1=C(CN)C=CC=C1 2-methylbenzylamine